5-methylfuran CC1=CC=CO1